C(C)(C)OC=1N=CC(=NC1)C1=NSC(=N1)NC1=NC=CC=C1N(C)C N2-(3-(5-isopropoxypyrazin-2-yl)-1,2,4-thiadiazol-5-yl)-N3,N3-dimethylpyridine-2,3-diamine